4-chlorobenzyl (4-((N,3,5-trimethyl-1H-pyrazole-4-carboxamido)meth-yl)phenyl)carbamate CN(C(=O)C=1C(=NNC1C)C)CC1=CC=C(C=C1)NC(OCC1=CC=C(C=C1)Cl)=O